benzyl (S)-4-(2-((methylsulfonyl)oxy)-3-(2H-tetrazol-2-yl)propoxy)benzoate CS(=O)(=O)O[C@H](COC1=CC=C(C(=O)OCC2=CC=CC=C2)C=C1)CN1N=CN=N1